COC(CN1[C@@H](C2=CC(=C(C=C2CC1)OC)OC)CCC1=CNC2=CC=CC=C12)=O (R)-methyl-2-(1-(2-(1H-indol-3-yl)ethyl)-6,7-dimethoxy-3,4-dihydroisoquinoline-2(1H)-yl)acetate